5-[4-amino-5-(trifluoromethyl)pyrrolo[2,1-f][1,2,4]triazin-7-yl]-N-[(3R,4S)-1-(3,5-difluoropyridine-4-carbonyl)-4-fluoropyrrolidin-3-yl]-2-methylbenzamide NC1=NC=NN2C1=C(C=C2C=2C=CC(=C(C(=O)N[C@@H]1CN(C[C@@H]1F)C(=O)C1=C(C=NC=C1F)F)C2)C)C(F)(F)F